FC1=C(C=C(C=C1OC)OC)[C@H]1CCC=2C(=NNC2C1)C1C(COC1)N 4-((S)-6-(2-fluoro-3,5-dimethoxyphenyl)-4,5,6,7-tetrahydro-1H-indazol-3-yl)tetrahydrofuran-3-amine